C[C@H]1N([C@H](CCC1)C)CC(C(=O)O)=C 2-(((2R,6S)-2,6-dimethylpiperidin-1-yl)methyl)acrylic acid